(2R,3R,4R,5R)-2-(4-Acetaminopyrrolo[2,1-f][1,2,4]triazin-7-yl)-5-(acetoxymethyl)-2-cyanotetrahydrofuran-3,4-diyldiacetate N(C(=O)C)C1=NC=NN2C1=CC=C2[C@@]2(O[C@H]([C@@H]([C@H]2CC(=O)[O-])CC(=O)[O-])COC(C)=O)C#N